cyclobuta[de]naphthalene C1C2=CC=CC=3C=CC=C1C23